C(C)OC(C)OC(=O)C1C2C3C4C=CC(C3C(C1)C2)C4 8-(1-(1-ethoxy)ethoxycarbonyl)-tetracyclo[4.4.0.12,5.17,10]-3-dodecene